N-[(1S)-1-(dicyclopropylmethyl)-2-[[5-(2,5-dimethyl-1-oxido-pyridin-1-ium-3-yl)-6-fluoro-2-pyridyl]amino]-2-oxo-ethyl]-2-(2,2-difluoro-1-methyl-ethyl)pyrazole-3-carboxamide C1(CC1)C([C@@H](C(=O)NC1=NC(=C(C=C1)C=1C(=[N+](C=C(C1)C)[O-])C)F)NC(=O)C=1N(N=CC1)C(C(F)F)C)C1CC1